CN([C@@H]1CN(CCC1)C1=C2C=C(N=CC2=CC(=C1)C1=C(C=CC=C1C)F)N)C 5-[(3S)-3-(dimethylamino)-1-piperidyl]-7-(2-fluoro-6-methyl-phenyl)isoquinolin-3-amine